N(=[N+]=[N-])C1=CC=C(C=C2C(C(CC(C2)C(C)(C)CC)=CC2=CC=C(C=C2)N=[N+]=[N-])=O)C=C1 2,6-bis(4'-azidobenzylidene)-4-tert-amylcyclohexanone